(S)-8-(4-tert-butyl-1-cyclohexyl-4,5-dihydro-1H-imidazol-2-yl)quinoline C(C)(C)(C)[C@@H]1N=C(N(C1)C1CCCCC1)C=1C=CC=C2C=CC=NC12